OC1CS(C=C1)(=O)=O 3-hydroxy-2,3-dihydrothiophene 1,1-dioxide